O=C(C=CC=1C=C2CC3(C(NC2=NC1)=O)CC3)N3CC=C(CC3)CC=3SC=CN3 6'-(3-oxo-3-(4-(thiazol-2-ylmethyl)-5,6-dihydropyridin-1(2H)-yl)prop-1-en-1-yl)-1'H-spiro[cyclopropane-1,3'-[1,8]naphthyridin]-2'(4'H)-one